(2R,3R,4R,5R)-2-(acetoxymethyl)-3-amino-4-(2,4,5-trifluorophenyl)butanamide C(C)(=O)OC[C@H](C(=O)N)[C@@H](CC1=C(C=C(C(=C1)F)F)F)N